[N+](=O)([O-])C1=C(C(C(=O)O)=CC=C1)C(=O)O 3-nitro-phthalic acid